C(C=C)SSCC=C diallyl disulfide